2-methyl-1-[4-(methylsulfanyl)phenyl]-2-morpholino-1-propanone CC(C(=O)C1=CC=C(C=C1)SC)(C)N1CCOCC1